ClC=1C=NC=C(C1N1CCN(CC1)CC=1C=C2CN(C(C2=CC1)=O)N1C(NC(CC1)=O)=O)Cl 1-(5-((4-(3,5-dichloropyridin-4-yl)piperazin-1-yl)methyl)-1-oxoisoindolin-2-yl)dihydropyrimidine-2,4(1H,3H)-dione